F[C@H]1[C@H](N(C[C@H](C1)C)C(C(=O)NC=1C=C(C(=NC1)NC(OC(C)(C)C)=O)C)=O)C1=CC=C(C=C1)F tert-butyl N-[5-[[2-[(2R,3R,5S)-3-fluoro-2-(4-fluorophenyl)-5-methyl-1-piperidyl]-2-oxo-acetyl]amino]-3-methyl-2-pyridyl]carbamate